tert-butyl 6-(2-ethoxyphenyl)-3-fluoropicolinate C(C)OC1=C(C=CC=C1)C1=CC=C(C(=N1)C(=O)OC(C)(C)C)F